N[C@@H]([C@@H](CC)C1=CC=C(C=C1)F)C=1N=C2N(N=C(C=N2)C[C@@H]2C(NC[C@@H](C2)C(F)(F)F)=O)C1 (3R,5R)-3-((6-((1S,2S)-1-amino-2-(4-fluorophenyl)butyl)imidazo[1,2-b][1,2,4]triazin-2-yl)methyl)-5-(trifluoromethyl)piperidin-2-one